FC1=C(C(=CC(=C1)C(NC)=O)F)C=1N=C2N(C=NC(=C2)C)C1C[C@H]1CNCCO1 (S)-2-((2-(2,6-difluoro-4-(methylcarbamoyl)phenyl)-7-methylimidazo[1,2-c]pyrimidin-3-yl)methyl)morpholine